7-(3-(methylsulfonyl)phenyl)-2-(1,3,5-trimethyl-1H-pyrazol-4-yl)furo[3,2-b]pyridine CS(=O)(=O)C=1C=C(C=CC1)C1=C2C(=NC=C1)C=C(O2)C=2C(=NN(C2C)C)C